NC1=NNC2=C1C(=NC(=C2)C2CCN(CC2)C(C(C)C)=O)C2=CC=C(C=C2)NC(=O)C=2C(N(C(N(C2)C(C)C)=O)C2=NC=CC=C2)=O N-(4-(3-amino-6-(1-isobutyrylpiperidin-4-yl)-1H-pyrazolo[4,3-c]pyridin-4-yl)phenyl)-1-isopropyl-2,4-dioxo-3-(pyridin-2-yl)-1,2,3,4-tetrahydropyrimidine-5-carboxamide